3-(1-methyl-1H-pyrazol-3-yl)-4-(trifluoromethyl)aniline CN1N=C(C=C1)C=1C=C(N)C=CC1C(F)(F)F